8-Bromonaphthalene BrC=1C=CC=C2C=CC=CC12